di(4-ethylphenyl)phosphorus oxide C(C)C1=CC=C(C=C1)[P](C1=CC=C(C=C1)CC)=O